C1(=CC(=CC=C1)B(O)O)C1=CC=CC=C1 biphenyl-3-boronic acid